2-(6-methoxypyridazin-3-yl)-2-methylpropanoic acid COC1=CC=C(N=N1)C(C(=O)O)(C)C